(1S,5R)-5-(4-(6-((4-cyano-2-fluorobenzyl)oxy)pyridin-2-yl)piperidin-1-yl)-1-methyl-1,2,4,5-tetrahydrobenzo[4,5]imidazol C(#N)C1=CC(=C(COC2=CC=CC(=N2)C2CCN(CC2)[C@H]2C=CC=3N(CNC3C2)C)C=C1)F